OC1=C(C=CC(=C1)C(F)(F)F)C1=C2C(=C(N=N1)NCC1(CCC(N1)=O)C)C=NC=C2 5-[[[1-[2-hydroxy-4-(trifluoromethyl)phenyl]pyrido[3,4-d]pyridazin-4-yl]amino]methyl]-5-methyl-pyrrolidin-2-one